CC=1C=C(C(=NC1)C1=CC=C2C=CC=NC2=C1)C=1C=NN(C1)CCC(C)C 7-{5-Methyl-3-[1-(3-methylbutyl)-1H-pyrazol-4-yl]pyridin-2-yl}chinolin